C1=CC=NC(=C1)N(S(=O)(=O)C(F)(F)F)S(=O)(=O)C(F)(F)F 2-[N,n-bis(trifluoromethanesulfonyl)amino]pyridine